dimethyl azobenzene-4,4'-dicarboxylate COC(=O)C1=CC=C(C=C1)N=NC2=CC=C(C=C2)C(=O)OC